4-(2,3-dimethylcyclohexyl)aminobutane-1-sulfonic acid CC1C(CCCC1C)NCCCCS(=O)(=O)O